11-cis-gondoic acid C(CCCCCCCCC\C=C/CCCCCCCC)(=O)O